Pentadecan-8-yl 8-(N-(7,7-difluoro-8-oxo-8-(pentadecan-8-yloxy)octyl)-4-(dimethylamino)butanamido)octadecanoate FC(CCCCCCN(C(CCCN(C)C)=O)C(CCCCCCC(=O)OC(CCCCCCC)CCCCCCC)CCCCCCCCCC)(C(OC(CCCCCCC)CCCCCCC)=O)F